(5-chloro-3-pyridinyl)ethynyl-trimethyl-silane ClC=1C=C(C=NC1)C#C[Si](C)(C)C